2-((4-((2-((4-Cyano-2-fluorophenoxy)methyl)pyrimidin-4-yl)oxy)piperidin-1-yl)methyl)-1-((1-ethyl-1H-imidazol-5-yl)methyl)-1H-benzo[d]imidazole-6-carboxylic acid C(#N)C1=CC(=C(OCC2=NC=CC(=N2)OC2CCN(CC2)CC2=NC3=C(N2CC2=CN=CN2CC)C=C(C=C3)C(=O)O)C=C1)F